FC(C=1C=CC(=NC1)N1CC(CC2=CC=CC=C12)NC(C=C)=O)(F)F N-(1-(5-(trifluoromethyl)-pyridin-2-yl)-1,2,3,4-tetrahydroquinolin-3-yl)acrylamide